4-methyl-N-((5-phenyloxazol-2-yl)methyl)aniline CC1=CC=C(NCC=2OC(=CN2)C2=CC=CC=C2)C=C1